ClC=1C=CC2=C(C[C@](O2)(C2=CC=CC=C2)CNC(OC(C)(C)C)=O)C1C1=C(C=CC=C1F)C#N |o1:7| tert-butyl (((2S*,4S*)-5-chloro-4-(2-cyano-6-fluorophenyl)-2-phenyl-2,3-dihydrobenzofuran-2-yl)methyl)carbamate